3-(4,4-difluorotetrahydrofuran-3-yl)-1-methyl-1-[[3-(1H-pyrazol-5-yl)-4-pyridyl]methyl]urea FC1(C(COC1)NC(N(CC1=C(C=NC=C1)C1=CC=NN1)C)=O)F